1-chloro-4-tert-butylbenzene ClC1=CC=C(C=C1)C(C)(C)C